N[C@H](C(=O)OC)C1CCC(CC1)(F)F Methyl (S)-2-amino-2-(4,4-difluorocyclohexyl)acetate